1-(2,6-dimethylbenzyl)-1H-1,2,4-triazole-3-carboxamide CC1=C(CN2N=C(N=C2)C(=O)N)C(=CC=C1)C